C(C)(=O)NC1=NC(=CC=C1)NC(C)=O 2,6-diacetamidopyridin